FC1([C@@H](CN2C(N(C=C21)C2=NOC1=C2C(=C(C=C1)F)C1=C(C=C(C=C1F)F)F)=O)NS(=O)(=O)CC)F N-{(6R)-7,7-difluoro-2-[5-fluoro-4-(2,4,6-trifluorophenyl)-1,2-benzoxazol-3-yl]-3-oxo-2,5,6,7-tetrahydro-3H-pyrrolo[1,2-c]imidazol-6-yl}ethanesulfonamide